2-(2-ethoxy-6-fluorophenyl)-2,2-difluoroacetic acid ethyl ester C(C)OC(C(F)(F)C1=C(C=CC=C1F)OCC)=O